methyl 4-[[2-(2-hydroxyethylthio) phenyl] methyl]-1-methyl-pyrazole-3-carboxylate OCCSC1=C(C=CC=C1)CC=1C(=NN(C1)C)C(=O)OC